3-(diphenylphosphaneyl)cyclopentan-1-one C1(=CC=CC=C1)P(C1CC(CC1)=O)C1=CC=CC=C1